N-(2,3-dihydro-1H-inden-2-yl)-5-hydroxy-2-methyl-2-(4-methylpent-3-en-1-yl)-7-pentyl-2H-chromene-6-carboxamide C1C(CC2=CC=CC=C12)NC(=O)C=1C(=C2C=CC(OC2=CC1CCCCC)(CCC=C(C)C)C)O